methyl 2-(1-((tert-butoxycarbonyl)amino)ethyl)-5-methylbenzofuran-7-carboxylate C(C)(C)(C)OC(=O)NC(C)C=1OC2=C(C1)C=C(C=C2C(=O)OC)C